C1(CC1)C(C=CS(=O)(=O)C)N 1-cyclopropyl-3-(methylsulfonyl)prop-2-en-1-amine